COC1=C(C(=CC=C1)OC)C1=CC=2C(=CN=C(C2)NC(=O)[C@@H]2[C@H](C2)CN(C)C)N1C (1S,2S)-N-(2-(2,6-dimethoxyphenyl)-1-methyl-1H-pyrrolo[2,3-c]pyridin-5-yl)-2-((dimethylamino)methyl)cyclopropane-1-carboxamide